FC=1C=C(CC2=CC(=NC=C2)N2N=C(C(=C2C)C(=O)N)CO)C=C(C1)C(F)(F)F 1-(4-(3-Fluoro-5-(trifluoromethyl)benzyl)pyridin-2-yl)-3-(hydroxymethyl)-5-methyl-1H-pyrazol-4-carboxamid